((1R,8S,9s)-bicyclo[6.1.0]non-4-yn-9-yl)methyl(2-(2-(2-(2-(2,5-dioxo-2,5-dihydro-1H-pyrrol-1-yl)ethoxy)ethoxy)ethoxy)ethyl)carbamate [C@H]12CCC#CCC[C@@H]2C1OC(N(CCOCCOCCOCCN1C(C=CC1=O)=O)C)=O